3-{[(benzyloxy)carbonyl] amino}-5-fluoro-2-methylpyridin-1-ium-1-olate C(C1=CC=CC=C1)OC(=O)NC=1C(=[N+](C=C(C1)F)[O-])C